5-ethynyl-6-fluoro-4-(8-fluoro-2-(((2R,7aS)-2-fluorotetrahydro-1H-pyrrolizin-7a(5H)-yl)methoxy)-4-((R)-3-methyl-1,4-oxazepan-4-yl)pyrido[4,3-d]pyrimidin-7-yl)naphthalen-2-ol C(#C)C1=C2C(=CC(=CC2=CC=C1F)O)C1=C(C=2N=C(N=C(C2C=N1)N1[C@@H](COCCC1)C)OC[C@]12CCCN2C[C@@H](C1)F)F